C(C)(C)(C)NC(O)=O.ClCCN (2-chloroethylamine) tert-butyl-carbamate